C(C)N1C(C2=C(C=C1C(F)(F)F)N=C(N2C)C2=C(C=C(C=N2)OC(C#N)(C)C)[S@@](=O)(=N)CC)=O (R)-2-[[6-[5-ethyl-3-methyl-4-oxo-6-(trifluoromethyl)imidazo[4,5-c]pyridin-2-yl]-5-(ethylsulfonimidoyl)-3-pyridyl]oxy]-2-methyl-propanenitrile